OC=1C=C(C2=C(OCCO2)C1)N1CC(NCC1)O 7-Hydroxy-5-(3-hydroxypiperazin-1-yl)-2,3-dihydro-1,4-benzodioxine